3-[4-[2-[5-amino-8-(2,6-dimethyl-4-pyridinyl)-3-oxo-7-phenyl-[1,2,4]triazolo[4,3-c]pyrimidin-2-yl]ethyl]-1-piperidinyl]propanoic acid methyl ester COC(CCN1CCC(CC1)CCN1N=C2N(C(=NC(=C2C2=CC(=NC(=C2)C)C)C2=CC=CC=C2)N)C1=O)=O